NCC1N(CCC2=C1SC=C2)C(C(=O)OC)C methyl 2-(7-(aminomethyl)-4,7-dihydrothieno[2,3-c]pyridin-6(5H)-yl)propanoate